2-[4-(aminomethyl)-1-piperidyl]-2,2-dideuterio-N-[2,2,2-trideuterio-1,1-bis(trideuteriomethyl)ethyl]acetamide NCC1CCN(CC1)C(C(=O)NC(C([2H])([2H])[2H])(C([2H])([2H])[2H])C([2H])([2H])[2H])([2H])[2H]